NC1=CC(=C(OCCCCOC2=C(C=C(C=C2)N)C)C=C1)C 1,4-bis(4-amino-2-methylphenoxy)butane